ClC1=CC(=C2NC(C(N(C2=C1)CC1CNC1)=O)=O)F 3-((7-chloro-5-fluoro-2,3-dioxo-3,4-dihydroquinoxalin-1(2H)-yl)methyl)azetidine